BrC=1C=C2C(=NC1F)C(C(N2)=O)(C)C 6-bromo-5-fluoro-3,3-dimethyl-1,3-dihydro-2H-pyrrolo[3,2-b]pyridin-2-one